6-(7-((3-hydroxy-1-piperidinyl)carbonyl)-2-quinoxalinyl)-2-methyl-1(2H)-isoquinolinone OC1CN(CCC1)C(=O)C1=CC=C2N=CC(=NC2=C1)C=1C=C2C=CN(C(C2=CC1)=O)C